FC(C)([C@]1(CN(CC1)C(C)(C)C=1C=NC(=CC1)C)CCC=1SC(=CC1)F)NC(=O)N |o1:3| 1-(1-fluoro-1-((R or S)-3-(2-(5-fluoro-thiophen-2-yl)ethyl)-1-(2-(6-methylpyridin-3-yl)propan-2-yl)pyrrolidin-3-yl)ethyl)urea